1-[8-bromo-1-(2,2,2-trifluoroacetyl)-3,4-dihydro-2H-quinolin-6-yl]pentan-1-one BrC=1C=C(C=C2CCCN(C12)C(C(F)(F)F)=O)C(CCCC)=O